FC1(CCC2=C(C=CC=C12)[C@@H](C)NC(=O)C1=NC(=C(C=2C1=NNC2)OC)N2CCOCC2)F (R)-N-(1-(1,1-difluoro-2,3-dihydro-1H-inden-4-yl)ethyl)-4-methoxy-5-morpholino-2H-pyrazolo[3,4-c]pyridine-7-carboxamide